NC1=CC=C(C=C1)C1=CC(=NC(=C1)C1=CC=C(C=C1)N)C1=CC=C(C=C1)N 4-(4-aminophenyl)-2,6-di(4-aminophenyl)pyridine